ClC1=CC=C(S1)C(=O)NC[C@@H](CBr)O (S)-5-chloro-N-(3-bromo-2-hydroxypropyl)thiophen-2-formamide